[O-2].[Ta+5].[Zr+4].[La+3].[Li+] lithium-lanthanum zirconium tantalum oxide